CN(C1=CC=C(C=2C(C3=CC=CC=C3C(C12)=O)=O)N(C)CCO)C 1-(dimethylamino)-4-((2-hydroxyethyl)(methyl)amino)anthracene-9,10-dione